N-(3'-methoxy-4'-hydroxybenzyl)-2,4,6-trihydroxybenzamide COC=1C=C(CNC(C2=C(C=C(C=C2O)O)O)=O)C=CC1O